((2S,3S)-3-((tert-butyldiphenylsilyl)oxy)-1-methylpyrrolidin-2-yl)methanol [Si](C1=CC=CC=C1)(C1=CC=CC=C1)(C(C)(C)C)O[C@@H]1[C@@H](N(CC1)C)CO